C(C(=C)C)(=O)OCCC[Si](C)(C)C gamma-(methacryloyloxy)propyltrimethylsilane